5-bromo-2-(4-methylcyclohexyl)isoindolin-1-one BrC=1C=C2CN(C(C2=CC1)=O)C1CCC(CC1)C